CC1=C2[C@H](C(=O)[C@@]3([C@H](C[C@@H]4[C@](C3[C@@H]([C@@](C2(C)C)(C[C@@H]1OC(=O)C[C@H](C5=CC=CC=C5)[NH3+])O)OC(=O)C6=CC=CC=C6)(CO4)OC(=O)C)O)C)OC(=O)C The molecule is an organic cation obtained by protonation of the amino group of 3'-N-debenzoyl-2'-deoxytaxol. It is the major microspecies at pH 7.3 (according to Marvin v 6.2.0.). It is an organic cation and an ammonium ion derivative. It is a conjugate acid of a 3'-N-debenzoyl-2'-deoxytaxol.